FC1=C(C=CC=C1F)C=1C=C2C(=NNC2=CC1)C(=O)O 5-(2,3-difluorophenyl)-1H-indazole-3-carboxylic acid